6-tert-butylnaphthalene-2,3-dinitrile C(C)(C)(C)C=1C=C2C=C(C(=CC2=CC1)C#N)C#N